COC1=C(C=C(C(=C1)N1CC2(C1)N(CCC2)C)N)NC2=NC=CC(=N2)C=2C=NN1C2CCCC1 4-methoxy-6-(5-methyl-2,5-diazaspiro[3.4]oct-2-yl)-N'-{4-(4,5,6,7-tetrahydropyrazolo[1,5-a]pyridin-3-yl)pyrimidin-2-yl}benzene-1,3-diamine